NC1CC=CC1 (4S)-4-aminocyclopent-1-ene